C12(CC3CC(CC(C1)C3)C2)NC(CC2=CC=C(C=C2)COC2=C3CN(C(C3=CC=C2)=O)C2C(NC(CC2)=O)=O)=O N-(adamantan-1-yl)-2-(4-(((2-(2,6-dioxopiperidin-3-yl)-1-oxoisoindolin-4-yl)oxy)methyl)phenyl)acetamide